C(C)(C)(C)OC(=O)N1CCN(CC1)C1=NC(=NC=C1F)C#N 4-(2-cyano-5-fluoropyrimidin-4-yl)piperazine-1-carboxylic acid tert-butyl ester